O.[Br].[F] fluorine bromine water